2-bromo-1-(4-(methyl-sulfonyl)phenyl)ethan-1-one BrCC(=O)C1=CC=C(C=C1)S(=O)(=O)C